(2-amino-4-bromo-5-fluorophenyl)(cyclopropyl)methanone NC1=C(C=C(C(=C1)Br)F)C(=O)C1CC1